C(CCCCCC)OC(C(C)O)O Heptyloxy-1,2-propanediol